Cl.Cl.Cl.Cl.NCC(=O)NCC(CNC(CN)=O)(CNC(CN)=O)CNC(CN)=O 2-amino-N-(3-[(aminoacetyl)amino]-2,2-bis{[(aminoacetyl)amino]methyl}propyl)acetamide tetrahydrochloride